(S)-3-amino-3-cyclopropylpropionic acid N[C@@H](CC(=O)O)C1CC1